FC1=CC=CC=2C=3N(C(=NC12)NC=1C(N=CC=CC1)=O)N=C(N3)C3=CC=NC=C3 (3R)-3-{[7-fluoro-2-(pyridin-4-yl)[1,2,4]triazolo[1,5-c]quinazolin-5-yl]amino}azepin-2-one